C(CCCCCCCCCCC)(=O)O.C(CCCCCCCCCCC)(=O)OC methyl dodecanoate (laurate)